C(CCCCCCCC)N(CCN(CCCCCCCC(=O)OC)CC(=O)N1CCN(CC1)C(CN(CCCCCCCCC)CCCCCCCCC)=O)CCCCCCCCC Methyl 8-((2-(dinonylamino)ethyl)(2-(4-(dinonylglycyl)piperazin-1-yl)-2-oxoethyl)amino)octanoate